ClC1=CC=C(C=C1)S(=O)[C@@H]1[C@H]([C@H]([C@@H](C1)N1C=2NC=N/C(/C2N=C1)=N/N)O)O (1S,2S,3S,5R)-3-((4-chlorophenyl)sulfinyl)-5-((E)-6-hydrazineylidene-3,6-dihydro-9H-purin-9-yl)cyclopentane-1,2-diol